CNC1=CC=C(C=C1)C1=CC=C(C=C1)NC N,N'-dicarbanyl-1,1'-biphenyl-4,4'-diamine